N1N=CC(=C1)C=1C2=C(C(=NC1)NCC=1C=C(C=CC1)NC(=O)C=1SC=3CN(CCC3N1)CCO)CCO2 N-(3-(((7-(1H-Pyrazol-4-yl)-2,3-dihydrofuro[3,2-c]pyridin-4-yl)amino)methyl)phenyl)-5-(2-hydroxyethyl)-4,5,6,7-tetrahydrothiazolo[5,4-c]pyridin-2-carboxamid